N1=CC=C(C=C1)C(C)(O)C=1N=CN(C1)COCC[Si](C)(C)C 1-(pyridin-4-yl)-1-(1-((2-(trimethylsilyl)ethoxy)methyl)-1H-imidazol-4-yl)ethan-1-ol